Tert-butyl 4-(6-(5-((3-fluoro-5-methyl-2-sulfamoylbenzyl)oxy)pyridin-3-yl)quinazolin-4-yl)piperazine-1-carboxylate FC=1C(=C(COC=2C=C(C=NC2)C=2C=C3C(=NC=NC3=CC2)N2CCN(CC2)C(=O)OC(C)(C)C)C=C(C1)C)S(N)(=O)=O